[Mg].[Sn].[Bi] bismuth tin magnesium